propyl-N-(3-sulfopropyl)-ammonium C(CC)[NH2+]CCCS(=O)(=O)O